4-fluoro-3-methylphenyl-boric acid FC1=C(C=C(C=C1)OB(O)O)C